BrC=1C(=C(C=CC1)N1C(C2=CC(=C(C=C2C=C1)C=O)OC)=C=O)C 2-(3-bromo-2-methylphenyl)-7-methoxy-1-carbonyl-1,2-dihydroisoquinoline-6-carbaldehyde